7-chloro-6-(2,2-diethoxyethoxy)-4-methylpyrido[2,3-b]pyrazin-3(4H)-one ClC1=CC2=C(N(C(C=N2)=O)C)N=C1OCC(OCC)OCC